BrC1=NN(C(N1[C@H](C(=O)OCC)C)=O)CC1CCCCC1 ethyl (2S)-2-[3-bromo-1-(cyclohexylmethyl)-5-oxo-4,5-dihydro-1H-1,2,4-triazol-4-yl]propanoate